O-methyl-formaldoxime CON=C